2-methoxy-2-(1-methylcyclohexen-4-yl)-1-propanol COC(CO)(C)C1CC=C(CC1)C